diiodo(p-cymene) ruthenium (II) [Ru+2].IC=1C(=C(C=CC1C)C(C)C)I